C(CC\C=C/CC\C=C/CCC)O (4Z,8Z)-dodecane-4,8-dien-1-ol